(R)-N-(2-Fluoro-3-hydroxy-3-methylbutyl)-2-(imidazo[1,2-a]pyridin-6-yl)-4-(isopropylamino)thieno[2,3-b]pyridin-5-carboxamid F[C@H](CNC(=O)C=1C(=C2C(=NC1)SC(=C2)C=2C=CC=1N(C2)C=CN1)NC(C)C)C(C)(C)O